2,3'-difluoro-[1,1'-biphenyl] FC1=C(C=CC=C1)C1=CC(=CC=C1)F